(7-(4-(4-(benzo[b]thiophen-4-yl)piperazin-1-yl)butoxy)quinolin-2-yloxy)methyl pentyl carbonate C(OCOC1=NC2=CC(=CC=C2C=C1)OCCCCN1CCN(CC1)C1=CC=CC=2SC=CC21)(OCCCCC)=O